[Si](C1=CC=CC=C1)(C1=CC=CC=C1)(C(C)(C)C)OCC(=O)O 2-((tert-Butyldiphenylsilyl)oxy)acetic acid